2-(5-(benzyloxy)-1-(4-fluoro-3-methylphenyl)-2-isopropyl-1H-indol-3-yl)-2-methylpropanoic acid C(C1=CC=CC=C1)OC=1C=C2C(=C(N(C2=CC1)C1=CC(=C(C=C1)F)C)C(C)C)C(C(=O)O)(C)C